1-(2-Methoxy-6-nitrophenyl)pyrrolidine COC1=C(C(=CC=C1)[N+](=O)[O-])N1CCCC1